2-furylmethanone O1C(=CC=C1)C=O